CC=1N=C(SC1)C=1N(C=CC1)C(=O)OC(C)(C)C tert-butyl 2-(4-methylthiazol-2-yl)pyrrole-1-carboxylate